1H-isoindole-1-one C1(N=CC2=CC=CC=C12)=O